FC1=C(C=CC(=C1)F)C1=C(C(=CN1S(=O)(=O)C1=NC(=CC=C1)C)CO)OC (5-(2,4-difluorophenyl)-4-methoxy-1-((6-methylpyridin-2-yl)sulfonyl)-1H-pyrrol-3-yl)methanol